C1CCNC(=O)C1 α-piperidone